N-(acetamidohexanoyl)-4-hydroxyproline C(C)(=O)NCCCCCC(=O)N1[C@@H](CC(C1)O)C(=O)O